C1(CC1)C=1C(=C2C(=NC1)N=C(N2)C(=O)N2[C@@H](C=1C=CC=NC1CC2)C)C (R)-(6-Cyclopropyl-7-methyl-1H-imidazo[4,5-b]pyridin-2-yl)(5-methyl-7,8-dihydro-1,6-naphthyridin-6(5H)-yl)methanone